1-(3-(aminomethyl)phenyl)-3-cyano-1H-pyrazole-5-carboxamide NCC=1C=C(C=CC1)N1N=C(C=C1C(=O)N)C#N